ClC1=C2C(=NN(C2=CC=C1)C1OCCCC1)C=C 4-chloro-1-tetrahydropyran-2-yl-3-vinyl-indazole